CN1N=C(C(=C1)C1=CC=C2C(=N1)C(=CS2)C2=CC=NC=C2)N 1-methyl-4-(3-(pyridin-4-yl)thieno[3,2-b]pyridin-5-yl)-1H-pyrazol-3-amine